BrC=1C=C2C(=CNC2=CC1)C=1SC=C(N1)C(=O)NN 2-(5-bromo-1H-indole-3-yl)thiazole-4-carbohydrazide